N-(4-(5-(difluoromethyl)-1,3,4-oxadiazol-2-yl)-2-fluorobenzyl)-1-(methylimino)-N-phenylthiomorpholine-4-carboxamide 1-oxide FC(C1=NN=C(O1)C1=CC(=C(CN(C(=O)N2CCS(CC2)(=NC)=O)C2=CC=CC=C2)C=C1)F)F